1,4-di-t-butyl-benzene tert-butyl-4-(6-aminopyridin-3-yl)piperazine-1-carboxylate C(C)(C)(C)OC(=O)N1CCN(CC1)C=1C=NC(=CC1)N.C(C)(C)(C)C1=CC=C(C=C1)C(C)(C)C